CC1=CC(=NN1)C1=NN2C(N=C(C=C2N2CCOCC2)N2N=C(C=C2)C2=CC=CC=C2)=C1 4-[2-(5-methyl-1H-pyrazol-3-yl)-5-(3-phenylpyrazol-1-yl)pyrazolo[1,5-a]pyrimidin-7-yl]morpholine